2-(methyl-aminomethyl)prop-2-en-1-ol CC(C(CO)=C)N